FC(S(=O)(=O)OC1=CC2=CC=C(C=C2C(=C1)O[Si](C)(C)C(C)(C)C)F)(F)F 4-((tert-butyldimethylsilyl) oxy)-6-fluoronaphthalen-2-yl trifluoromethanesulfonate